NS(=NC(CC1=C(C=C(C=C1C)C(F)(F)F)O)=O)(C1=CC=CC=C1)=O N-(amino(oxo)(phenyl)-λ6-sulfaneylidene)-2-(2-hydroxy-6-methyl-4-(trifluoromethyl)phenyl)acetamide